2-Fluoro-5-(trifluoromethyl)-pyridine FC1=NC=C(C=C1)C(F)(F)F